3-(3-methoxy-4-(piperazin-1-yl)phenyl)piperidine-2,6-dione COC=1C=C(C=CC1N1CCNCC1)C1C(NC(CC1)=O)=O